CC=1C=C(C=CC1)S(=O)(=O)N m-methylbenzenesulfonamide